Ethyl 2-[3-bromo-1-([4-[(morpholin-4-yl)methyl]phenyl]methyl)-5-oxo-4,5-dihydro-1H-1,2,4-triazol-4-yl]acetate BrC1=NN(C(N1CC(=O)OCC)=O)CC1=CC=C(C=C1)CN1CCOCC1